4-(6-(3-amino-8-azabicyclo[3.2.1]octane-8-yl)-4-hydroxy-3-(3-hydroxy-4-methoxyphenyl)pyridin-2-yl)-2-fluorobenzonitrile NC1CC2CCC(C1)N2C2=CC(=C(C(=N2)C2=CC(=C(C#N)C=C2)F)C2=CC(=C(C=C2)OC)O)O